B(OCCCCCCCCCCCCCCCCCCCCCCCCCCCCCCCCCCCCCC)([O-])[O-] octatriacontyl borate